ClC=1C(C(=C(C(C1Cl)=O)Cl)C1=CN=C(S1)N1CCCCC1)=O 2,3,5-Trichloro-6-(2-piperidin-1-yl-1,3-thiazol-5-yl)cyclohexa-2,5-diene-1,4-dione